5-(2-fluorophenyl)-pyrrole FC1=C(C=CC=C1)C1=CC=CN1